2-Methyl-5-[5-(piperazin-1-yl)[1,3]thiazolo[5,4-d][1,3]thiazol-2-yl]-2H-indazol-7-carbonitril Hydrochlorid Cl.CN1N=C2C(=CC(=CC2=C1)C=1SC=2N=C(SC2N1)N1CCNCC1)C#N